2-[3-(2,6-dimethyl-3-pyridyl)-5-(9-phenanthryl)phenyl]4,6-diphenyl-1,3,5-triazine CC1=NC(=CC=C1C=1C=C(C=C(C1)C=1C2=CC=CC=C2C=2C=CC=CC2C1)C1=NC(=NC(=N1)C1=CC=CC=C1)C1=CC=CC=C1)C